(methyl) (2-propynyl) phosphate P(=O)(OC)(OCC#C)[O-]